(2R)-1-[4-[(R)-amino(5-chloro-4-cyclobutyl-2-hydroxyphenyl)methyl]piperidin-1-yl]-2,3-dihydroxypropan-1-one N[C@H](C1CCN(CC1)C([C@@H](CO)O)=O)C1=C(C=C(C(=C1)Cl)C1CCC1)O